C(C)NS(=O)(=O)C1=CC(=CC=C1)OC[C@H](CNC1COC2(C1)CCN(CC2)S(=O)(=O)C=2SC(=CC2)C2=CC=CC=C2)O N-ethyl-3-((2S)-2-hydroxy-3-(8-(5-phenylthiophen-2-ylsulfonyl)-1-oxa-8-azaspiro[4.5]decan-3-ylamino)propoxy)benzenesulfonamide